methylfuran-dialdehyde CC=1C(=C(OC1)C=O)C=O